Pyrrolo[2,3-c]pyridine-2,3-dione N1C(C(C=2C1=CN=CC2)=O)=O